2,4,5-trichlorotoluene ClC1=C(C)C=C(C(=C1)Cl)Cl